Cl.NC/C(/COC=1C=C2CCN(C(C2=CC1)=O)CC(=O)NC)=C\F 2-[6-[(E)-2-(aminomethyl)-3-fluoro-allyloxy]-1-oxo-3,4-dihydroisoquinolin-2-yl]-N-methyl-acetamide hydrochloride